(9aR,10S)-10-((R)-(3-fluorophenyl)(4-fluorophenyl)methyl)-4-hydroxy-7,7-dimethyl-8,9,9a,10-tetrahydro-7H-pyrrolo[1',2':4,5]pyrazino[1,2-b]pyridazine-3,5-dione FC=1C=C(C=CC1)[C@H]([C@H]1[C@@H]2N(C(C=3N1N=CC(C3O)=O)=O)C(CC2)(C)C)C2=CC=C(C=C2)F